O(C1=CC=CC=C1)CC(COC(C(=C)C)=O)O 3-phenoxy-2-hydroxypropylmethacrylate